NCC1=CC(=C2CN(C(C2=C1)=O)C1=CC(=CC=C1)C1(CCC1)[C@@H](C1=NN=CN1C)F)C(F)(F)F (S)-6-(aminomethyl)-2-(3-(1-(fluoro(4-methyl-4H-1,2,4-triazol-3-yl)methyl)cyclobutyl)phenyl)-4-(trifluoromethyl)isoindolin-1-one